(R)-2-bromo-phenylmethyl sulfoxide BrC1=C(C=CC=C1)CS(=O)CC1=C(C=CC=C1)Br